dimethoxy-4'-hydroxyacetophenone COC(C(=O)C1=CC=C(C=C1)O)OC